(E)-3-(4-t-butylphenyl)-N-(2,3-dihydro-benzo[b][1,4]dioxin-6-yl)acrylamide C(C)(C)(C)C1=CC=C(C=C1)/C=C/C(=O)NC1=CC2=C(OCCO2)C=C1